2-chloro-8-(4-(1-isopropyl-4-(trifluoromethyl)-1H-imidazol-2-yl)benzyl)-7,8-dihydro-6H-pyrimido[5,4-B][1,4]oxazine ClC=1N=CC=2OCCN(C2N1)CC1=CC=C(C=C1)C=1N(C=C(N1)C(F)(F)F)C(C)C